octadecyl 3-(3-octadecoxy-3-oxopropyl)sulfanylpropanoate C(CCCCCCCCCCCCCCCCC)OC(CCSCCC(=O)OCCCCCCCCCCCCCCCCCC)=O